(3-(aminomethyl) phenyl) borate B(OC1=CC(=CC=C1)CN)([O-])[O-]